ClC=1C=C(C=CC1)[C@H]1[C@@H](CN(CC1)C(=O)C=1C=2N(C=CC1)C=NC2)NC(=O)C2=NC1=C(N2)C(=CC=C1)OC N-((3S,4S)-4-(3-chlorophenyl)-1-(imidazo[1,5-a]pyridine-8-carbonyl)piperidin-3-yl)-7-methoxy-1H-benzo[d]imidazole-2-carboxamide